Monoethanolamin methyl-6-chloro-3-ethylpicolinate COC(C1=NC(=CC=C1CC)Cl)=O.C(O)CN